1-acetyl-3-methyl-3-(((7-coumarinyl)sulfonyl)methyl)-5-phenyl-1,3-dihydro-2H-pyrrole C(C)(=O)N1CC(C=C1C1=CC=CC=C1)(CS(=O)(=O)C1=CC=C2C=CC(OC2=C1)=O)C